para-styrenesulfonyl chloride C=CC1=CC=C(C=C1)S(=O)(=O)Cl